ClC1=NC=CC2=C(C=CC=C12)S(=O)(=O)N1C=CC2=CC(=CC=C12)O 1-[(1-chloro-5-isoquinolinyl)sulfonyl]indol-5-ol